CC(C)CC(CCCCCCCCCCCCCCCC)C 2,4-dimethyleicosane